C(N)(=O)C1=C(C=C(C=C1)C1=NC(=C2C(=N1)N(N=C2)C2=CC(=CC=C2)F)NC(=O)C=2SC(=CC2)[N+](=O)[O-])NC N-(6-(4-carbamoyl-3-(methylamino)phenyl)-1-(3-fluorophenyl)-1H-pyrazolo[3,4-d]pyrimidin-4-yl)-5-nitrothiophene-2-carboxamide